tert-butyl (S)-3-((9-(fluoromethyl)-2-(((2R,3S)-2-hydroxypentan-3-yl)amino)-9H-purin-6-yl)amino)pyrrolidine-1-carboxylate FCN1C2=NC(=NC(=C2N=C1)N[C@@H]1CN(CC1)C(=O)OC(C)(C)C)N[C@H]([C@@H](C)O)CC